O=C(O)C(N(C([2H])([2H])[2H])C(N)=N)([2H])[2H] creatine-d5